ClC1=NC(=CC(=C1C(=O)NC=1SC2=C(C=NC(=C2C#N)C2=C(N=NN2C)C)N1)C1=CC=NC=C1OC)C chloro-N-(7-cyano-6-(1,4-dimethyl-1H-1,2,3-triazol-5-yl)thiazolo[4,5-c]pyridin-2-yl)-5'-methoxy-6-methyl-[4,4'-bipyridyl]-3-carboxamide